5-cyclopropyl-3-fluoro-2-[4-[[(3R)-1-(2-hydroxyethyl)-3-piperidinyl]amino]pyrido[3,4-d]-pyridazin-1-yl]phenol formate salt C(=O)O.C1(CC1)C=1C=C(C(=C(C1)O)C1=C2C(=C(N=N1)N[C@H]1CN(CCC1)CCO)C=NC=C2)F